C[C@@]1(CCC2=C(CC1)C=C(C=C2)C=2C=C1C(=NC2)NC=C1C1=CC=C(C=C1)C1=NC=CC=C1)N1[C@@H](CCC1)C 2-(4-{5-[(7S)-7-Methyl-7-[(2R)-2-methylpyrrolidin-1-yl]-6,7,8,9-tetrahydro-5H-benzo[7]annulen-2-yl]-1H-pyrrolo[2,3-b]pyridin-3-yl}phenyl)pyridine